COC=1C=C(C=CC1OC)C=1N=C2N(CC(CC2)C2C[C@H](N(CC2)C2CCNCC2)CC(C)C)C1 2-(3,4-dimethoxyphenyl)-6-(r-isobutyl-[1,4'-bipiperidin]-4-yl)-5,6,7,8-tetrahydroimidazo[1,2-a]pyridine